2-[1-[2-[1-[4-[(2,6-dioxo-3-piperidyl)amino]phenyl]-4-hydroxy-4-piperidyl]acetyl]-4-piperidyl]-6-isopropoxy-N-[6-(trifluoromethyl)-2-pyridyl]indazole-5-carboxamide O=C1NC(CCC1NC1=CC=C(C=C1)N1CCC(CC1)(O)CC(=O)N1CCC(CC1)N1N=C2C=C(C(=CC2=C1)C(=O)NC1=NC(=CC=C1)C(F)(F)F)OC(C)C)=O